1-methyl-2-(2,5-difluorophenyl)-3-carboxy-7-bromo-4(1H)-quinolone CN1C(=C(C(C2=CC=C(C=C12)Br)=O)C(=O)O)C1=C(C=CC(=C1)F)F